C1SCC12CNCCC2 2-thia-6-azaspiro[3.5]nonane